C(C)(C)(C)OC(CCCNC([C@H](CCC(NCCOCCOCCOCCOCCOCCOCCOCCOC)=O)N)=O)=O.CC1=CC2=C(N=CN2)C=C1C 5,6-dimethyl-benzoimidazole tert-butyl-(S)-30-amino-27,31-dioxo-2,5,8,11,14,17,20,23-octaoxa-26,32-diazahexatriacontan-36-oate